C(C)OC(=O)C1=C(N=C(S1)C=1C=NN(C1)C1CC1)CC(=O)OCC 2-(1-cyclopropyl-1H-pyrazol-4-yl)-4-(2-ethoxy-2-oxoethyl)thiazole-5-carboxylic acid ethyl ester